1,2-dibutyryl-3-oleoylglycerol C(CCC)(=O)OCC(OC(CCC)=O)COC(CCCCCCC\C=C/CCCCCCCC)=O